6-chloro-2-(2,6-dichloro-3,5-dimethoxyphenyl)-N-((1-methyl-1H-pyrazol-4-yl)methyl)pyrido[3,4-d]pyrimidine-4-amine ClC1=CC2=C(N=C(N=C2NCC=2C=NN(C2)C)C2=C(C(=CC(=C2Cl)OC)OC)Cl)C=N1